α-L-iduronic acid 2-sulfate S(=O)(=O)(O)O[C@H]1[C@H](O)O[C@H]([C@H]([C@@H]1O)O)C(=O)O